CC1(CC(CCC1)CC=O)C E-3,3-dimethyl-1-cyclohexane-acetaldehyde